3-fluoro-4-[[1-(2-methoxyethyl)-6-vinyl-benzimidazol-2-yl]methyl]quinoline-carboxylic acid FC=1C(=NC2=CC=CC=C2C1CC1=NC2=C(N1CCOC)C=C(C=C2)C=C)C(=O)O